4-(2-benzyloxy-2-oxoethyl)piperidine-1-carboxylic acid tert-butyl ester C(C)(C)(C)OC(=O)N1CCC(CC1)CC(=O)OCC1=CC=CC=C1